C(C)(C)(C)OC(=O)N1C(CN(C(C1)C)C1=NC(=NC2=C(C(=C(C=C12)C(F)(F)F)Br)F)OC[C@]1(N(CCC1)C)C)C 4-[7-bromo-2-[[(2S)-1,2-dimethylpyrrolidin-2-yl]methoxy]-8-fluoro-6-(trifluoromethyl)quinazolin-4-yl]-2,5-dimethyl-piperazine-1-carboxylic acid tert-butyl ester